[Si](C)(C)(C(C)(C)C)OCCC(C(C(=O)OC)C1=CC(=NO1)C)C methyl 5-((tert-butyldimethylsilyl)oxy)-3-methyl-2-(3-methylisoxazol-5-yl)pentanoate